COC=1C=NC=C(C1C1=CC=NO1)OCC1=CC=C(C=C1)OC 5-(3-methoxy-5-((4-methoxybenzyl)oxy)pyridin-4-yl)isoxazole